[Na+].CC1=CC=C(C=C1)S(=O)[O-] toluene-4-sulfinate sodium